ClC=1C=C2C=C(NC2=CC1OCC1=CC(=NO1)C)CNC(=O)C1(CC1)C#N N-((5-chloro-6-((3-methylisoxazol-5-yl)methoxy)-1H-indol-2-yl)methyl)-1-cyanocyclopropane-1-carboxamide